FC1(CC(C1)C=1C(=CC=2N(N1)C=CN2)OC)F 6-(3,3-difluorocyclobutyl)-7-methoxy-imidazo[1,2-b]pyridazine